C[SH2](=NCC#C)C dimethyl(prop-2-yn-1-ylimino)-λ6-sulfane